(S)-4-(3-amino-2-(dimethylamino)propyl)-2-fluoro-N,5-dimethylbenzamide NC[C@H](CC1=CC(=C(C(=O)NC)C=C1C)F)N(C)C